2-(2-pyridyl)-1-(phenyl)ethylbutanamide N1=C(C=CC=C1)CC(C1=CC=CC=C1)C(C(=O)N)CC